methyl 4-(7-oxo-2-phenyl-4,7-dihydropyrazolo[1,5-a]pyrimidin-5-yl)benzoate O=C1C=C(NC=2N1N=C(C2)C2=CC=CC=C2)C2=CC=C(C(=O)OC)C=C2